O1CCOC12CC=C(CC2)C2=CC=C(C=C2)C2=NN(C(=C2C(C)C)C=2C=C(C=1N(C2)N=CN1)C)COCC[Si](C)(C)C 6-(3-(4-(1,4-dioxaspiro[4.5]dec-7-en-8-yl)phenyl)-4-isopropyl-1-((2-(trimethylsilyl)ethoxy)methyl)-1H-pyrazol-5-yl)-8-methyl-[1,2,4]triazolo[1,5-a]pyridine